C(C1=CC=CC=C1)(=O)C(C1=CC=CC=C1)C(C)=O benzoyl-acetyl-phenyl-methane